benzo-perylene C1=C2C=CC=C3C=4C5=C(C=C6C=CC=C(C(C=C1)=C23)C64)C=CC=C5